7-((4-(6-(2,2-difluoroethoxy)pyridin-3-yl)piperazin-1-yl)methyl)-3-ethyl-1,5-naphthyridine FC(COC1=CC=C(C=N1)N1CCN(CC1)CC1=CN=C2C=C(C=NC2=C1)CC)F